(6-(1-Hydroxy-2-methyl-2-(5-(trifluoromethyl)pyridin-2-yl)propyl)pyridin-3-yl)carbamic acid tert-butyl ester C(C)(C)(C)OC(NC=1C=NC(=CC1)C(C(C)(C1=NC=C(C=C1)C(F)(F)F)C)O)=O